1-(2,6-dibenzyloxy-3-pyridyl)-5-(3,3-difluoro-2,6-dihydro-1H-pyridin-4-yl)-3-methyl-benzimidazol-2-one C(C1=CC=CC=C1)OC1=NC(=CC=C1N1C(N(C2=C1C=CC(=C2)C=2C(CNCC2)(F)F)C)=O)OCC2=CC=CC=C2